4-ethynyl-1-((1-(methylsulfonyl)-1H-pyrazol-4-yl)methyl)piperidine C(#C)C1CCN(CC1)CC=1C=NN(C1)S(=O)(=O)C